1,2-hexyleneglycol C(C(CCCC)O)O